C[C@H]1[C@]23CC(C[C@H]2C=C([C@@H]3CC(=O)O1)C(=O)[O-])(C)C The molecule is a monocarboxylic acid anion that is the conjugate base of neopentalenolactone D, obtained by deprotonation of the carboxy group; major species at pH 7.3. It is a conjugate base of a neopentalenolactone D.